BrC1=CC2=C(OCO2)C=C1 5-bromobenzo[d][1,3]dioxole